diicosyl-dimethyl-ammonium acetate C(C)(=O)[O-].C(CCCCCCCCCCCCCCCCCCC)[N+](C)(C)CCCCCCCCCCCCCCCCCCCC